(4-(1-(difluoromethyl)-1H-benzo[d]imidazol-2-yl)piperidin-1-yl)(1-(3-fluorophenyl)-3-methyl-1H-pyrazolo[3,4-b]pyridin-5-yl)methanone FC(N1C(=NC2=C1C=CC=C2)C2CCN(CC2)C(=O)C=2C=C1C(=NC2)N(N=C1C)C1=CC(=CC=C1)F)F